CC1=C(C=NC=C1)C(C)=O 1-(4-Methylpyridin-3-yl)ethan-1-one